heptafluoro-2-(ethoxydifluoromethyl)-propane FC(C(C(F)(F)F)(C(F)(F)OCC)F)(F)F